lauryl taurate NCCS(=O)(=O)OCCCCCCCCCCCC